C(C=C)(=O)N1C[C@H](C[C@@H]1COC)N1N=C(C(=C1NC)C(=O)N)C#CC=1C(=C2C=NN(C2=CC1F)C)F 1-((3S,5R)-1-acryloyl-5-(methoxymethyl)pyrrolidin-3-yl)-3-((4,6-difluoro-1-methyl-1H-indazol-5-yl)ethynyl)-5-(methylamino)-1H-pyrazole-4-carboxamide